1-[4-(3-{5-[(R)-(1,3-dimethyl-azetidin-3-yl)-hydroxy-(4-isopropoxy-phenyl)-methyl]-pyridin-3-yl}-[1,2,4]Oxadiazol-5-yl)-piperidin-1-yl]-ethanone CN1CC(C1)(C)[C@@](C=1C=C(C=NC1)C1=NOC(=N1)C1CCN(CC1)C(C)=O)(C1=CC=C(C=C1)OC(C)C)O